BrC=1C=C(C=CC1)C1(CC(C1)(O)C(F)(F)F)C1=NN=CN1C 3-(3-bromophenyl)-3-(4-methyl-4H-1,2,4-triazol-3-yl)-1-(trifluoromethyl)cyclobutanol